2-Amino-2-(1,6-naphthyridin-8-yl)acetonitrile NC(C#N)C=1C=NC=C2C=CC=NC12